(+)-delta-tocopherol CC1=CC(=CC2=C1O[C@](CC2)(C)CCC[C@H](C)CCC[C@H](C)CCCC(C)C)O